FC(C1=CC=C(CCBr)C=C1)(F)F (4-(trifluoromethyl)phenethyl) bromide